Methyl 4-(4-((trimethylsilyl)ethynyl)benzyl)morpholine-3-carboxylate C[Si](C)(C)C#CC1=CC=C(CN2C(COCC2)C(=O)OC)C=C1